2,6-di-tert-butyl-4-(4-methylbenzylidene)cyclohexane-2,5-dien-1-one C(C)(C)(C)C=1C(C(=CC(C1)=CC1=CC=C(C=C1)C)C(C)(C)C)=O